N-(4-(1H-pyrazol-1-yl)benzyl)-N-(3-methoxybenzyl)-4-(2-morpholinoethyl)thiazol-2-amine N1(N=CC=C1)C1=CC=C(CN(C=2SC=C(N2)CCN2CCOCC2)CC2=CC(=CC=C2)OC)C=C1